FC1=C(C(=CC=C1)F)N1C(NC(C2=C1C1=C(S2)C=CC=C1)=O)=S 2,6-difluorophenyl-2-thioxo-(1H)-benzo[4,5]-thieno[3,2-d]-pyrimidin-4-one